CN(C1=CC=CC(=N1)[C@@H](C)NC(=O)C1=CC2=CC=CC(=C2C=C1)C1=CC=C(C=C1)C(F)(F)F)C (R)-N-(1-(6-(dimethylamino)pyridin-2-yl)ethyl)-5-(4-(trifluoromethyl)phenyl)-2-naphthamide